3-{(1R,5S)-3-[2-(1H-pyrazol-4-ylamino)pyrimidin-4-yl]-3,8-diazabicyclo[3.2.1]oct-8-yl}propionitrile N1N=CC(=C1)NC1=NC=CC(=N1)N1C[C@H]2CC[C@@H](C1)N2CCC#N